N-(3-chlorophenyl)-3-(thiophene-2-sulfonamido)benzamide ClC=1C=C(C=CC1)NC(C1=CC(=CC=C1)NS(=O)(=O)C=1SC=CC1)=O